3-hydroxy-2-quinoxalinecarbamide OC=1C(=NC2=CC=CC=C2N1)C(=O)N